C(C=1C(O)=CC=CC1)(=O)O.CC\C=C/CC cis-3-hexen salicylate